ClC=1C(=NC(=NC1)N[C@H]1CN(CC1)C1=NC=NC2=CC(=CC=C12)NC(C=C)=O)NC (R)-N-(4-(3-((5-chloro-4-(methylamino)pyrimidin-2-yl)amino)pyrrolidin-1-yl)quinazolin-7-yl)acrylamide